CC(C(=O)N)(CCCCCC(=O)N)C dimethyl-suberamide